4-{[6-(5-chloro-2-fluorophenyl)pyridazin-4-yl]amino}-quinolin-7-yl 4-(2-hydroxy-ethyl)piperazine-1-carboxylate OCCN1CCN(CC1)C(=O)OC1=CC=C2C(=CC=NC2=C1)NC1=CN=NC(=C1)C1=C(C=CC(=C1)Cl)F